[Cl-].[Cl-].C[Sn](C)(C)[Zr+2](C1C=CC=C1)[Sn](C)(C)C bis(trimethylstannyl)cyclopentadienyl-zirconium dichloride